ClC1=CC=C(CN2N=C(C=CC2=O)C=2C=NC(=NC2)OCCOC(F)F)C=C1 2-(4-chlorobenzyl)-6-(2-(2-(difluoromethoxy)ethoxy)pyrimidin-5-yl)pyridazin-3(2H)-one